C(C)N(C(=O)C1=C(C=CC(=C1)F)OC=1C(=NC=NC1)N1CCC(CC1)CNC[C@@H]1CC[C@H](CC1)NS(=O)(=O)C)C(C)C N-ethyl-5-fluoro-N-isopropyl-2-((4-(4-((((trans-4-(methylsulfonamido)cyclohexyl)methyl)amino)methyl)piperidin-1-yl)pyrimidin-5-yl)oxy)benzeneFormamide